2-((3,4-bis(4-phenylbutoxy)benzyl)amino)ethan-1-ol C1(=CC=CC=C1)CCCCOC=1C=C(CNCCO)C=CC1OCCCCC1=CC=CC=C1